1-(2-methyl-6-{[(3S)-3-methylpiperazin-1-yl]methyl}-2H-indazole-3-yl)-1,3-diazinan-2,4-dione CN1N=C2C=C(C=CC2=C1N1C(NC(CC1)=O)=O)CN1C[C@@H](NCC1)C